C(C1=CC=CC=C1)(=O)NC=1C(=NC=CC1C(=O)NCCC(C)C)C=1C=NC=CC1 benzoylamino-N-isopentyl-[2,3'-bipyridine]-4-carboxamide